bromo-2'-oxospiro[cyclopropane-1,3'-indoline]-5'-carboxylic acid methyl ester COC(=O)C=1C=C2C3(C(N(C2=CC1)Br)=O)CC3